tert-butyl 4-(2-bromoethoxy)piperidine-1-carboxylate BrCCOC1CCN(CC1)C(=O)OC(C)(C)C